butyl 4-hydroxy-4-(4-(4-(4-(trifluoromethyl)phenyl) piperidine-1-carbonyl)phenyl)piperidine-1-carboxylate OC1(CCN(CC1)C(=O)OCCCC)C1=CC=C(C=C1)C(=O)N1CCC(CC1)C1=CC=C(C=C1)C(F)(F)F